3,5-dimethyl-1,7-dibromoadamantane CC12CC3(CC(CC(C1)(C3)C)(C2)Br)Br